2-(4-chlorobenzyl)1,3-indenedione ClC1=CC=C(CC2C(C3=CC=CC=C3C2=O)=O)C=C1